9-((4-(6-Hydroxy-5-nitro-2H-indazol-2-yl)piperidin-1-yl)methyl)-3-azaspiro[5.5]undecane-3-Carboxylic acid tert-butyl ester C(C)(C)(C)OC(=O)N1CCC2(CC1)CCC(CC2)CN2CCC(CC2)N2N=C1C=C(C(=CC1=C2)[N+](=O)[O-])O